(3-Chloro-4-fluorophenyl)-1-(6-cyanopyridin-3-yl)-1-((5-(trifluoromethyl)-1H-pyrazol-3-yl)methyl)urea ClC=1C=C(C=CC1F)NC(N(CC1=NNC(=C1)C(F)(F)F)C=1C=NC(=CC1)C#N)=O